2,6-dimethyl-4-(3-methyl-2,3,4,5-tetrahydropyridin-6-yl)Phenol CC1=C(C(=CC(=C1)C=1CCC(CN1)C)C)O